C(C)S(=O)(=O)C1=C(N=C2N1C=C(C=C2)NC(C)=O)N2CC1=NC=C(C=C1C2=O)C(F)(F)F N-[3-ethylsulfonyl-2-[5-oxo-3-(trifluoromethyl)-7H-pyrrolo[3,4-b]pyridin-6-yl]imidazo[1,2-a]pyridin-6-yl]acetamide